4-(3-(4-(trifluoromethoxy)phenyl)ureido)piperidin FC(OC1=CC=C(C=C1)NC(NC1CCNCC1)=O)(F)F